dimethoxy-2,6'-diaminobiphenyl COC1=C(C(=C(C=C1)C1=CC=CC=C1N)N)OC